C(C)(C)(C)OC(N(C1=CC(=NC=2N1N=CC2C(C)C)Cl)CC2=CC(=CC=C2)N2N=CC(=C2)NC(C=C)=O)=O (3-(4-acrylamido-1H-pyrazol-1-yl)benzyl)(5-Chloro-3-isopropylpyrazolo[1,5-a]pyrimidin-7-yl)carbamic acid tert-butyl ester